3-(3-((S)-(2-(3-((4,6-Difluoro-1H-indol-5-yl)oxy)phenyl)-1H-imidazol-5-yl)(hydroxy)methyl)phenyl)butanoic acid FC1=C2C=CNC2=CC(=C1OC=1C=C(C=CC1)C=1NC(=CN1)[C@H](C=1C=C(C=CC1)C(CC(=O)O)C)O)F